N-(2-(2,3-dichlorophenyl)propan-2-yl)-2-(1-methylpyrrolidin-2-yl)acetamide ClC1=C(C=CC=C1Cl)C(C)(C)NC(CC1N(CCC1)C)=O